OC(COC=1C=C(C=2N(C1)N=CC2C#N)C2=NC=C(N=C2)N2CC1N(C(C2)C1)CC=1C=NC(=CC1)OC)(C)C 6-(2-Hydroxy-2-methylpropyloxy)-4-(5-(6-((6-methoxypyridin-3-yl)methyl)-3,6-diazabicyclo[3.1.1]hept-3-yl)pyrazin-2-yl)pyrazolo[1,5-a]pyridine-3-carbonitrile